BrC=1C=C(C=CC1F)NC(=O)C=1C(N(C2=CC=CC=C2C1O)CC(C)C)=O N-(3-bromo-4-fluorophenyl)-4-hydroxy-1-isobutyl-2-oxo-1,2-dihydroquinoline-3-carboxamide